(S)-N,N-dimethyl-1-((S)-2-methyl-4-tosylmorpholin-2-yl)propan-2-amine CN([C@H](C[C@]1(CN(CCO1)S(=O)(=O)C1=CC=C(C)C=C1)C)C)C